monofluoromethyl sulfide FCSCF